2-(2-vinyloxyethoxy)-3-propanol C(=C)OCCOC(C)CO